CN(C[C@H](C1CCOCC1)NC(=O)N1C(C=2N(N=C(C2C1)NC(C1=CC=C(C=C1)[N+](=O)[O-])=O)C(=O)OCC)(C)C)C ethyl (S)-5-((2-(dimethylamino)-1-(tetrahydro-2H-pyran-4-yl)ethyl)carbamoyl)-6,6-dimethyl-3-(4-nitrobenzamido)-5,6-dihydropyrrolo[3,4-c]pyrazole-1(4H)-carboxylate